6,6-dimethyl-4-oxo-3-(trifluoromethyl)-4,5,6,7-tetrahydro-1-benzofuran-2-carboxylic acid ethyl ester C(C)OC(=O)C=1OC2=C(C1C(F)(F)F)C(CC(C2)(C)C)=O